ClC=1C(=C(NC=2C3=C(N=CN2)C=CC(=N3)N3[C@@H]2CN([C@H](C3)C2)C(=O)OC(C)(C)C)C=CC1OC[C@]1(OCCC1)C)F tert-butyl (1S,4S)-5-[4-[3-chloro-2-fluoro-4-[[(2S)-2-methyltetrahydrofuran-2-yl]methoxy]anilino]pyrido[3,2-d]pyrimidin-6-yl]-2,5-diazabicyclo[2.2.1]heptane-2-carboxylate